O=C1NC(CC[C@H]1N1C(C2=CC=C(C=C2C1=O)OCC(=O)NCCCCCC(=O)N1CCC(CC1)CNC1=C2N=CN(C2=NC=N1)C1CC(C1)NC(C1=NC(=CC=C1)C)=O)=O)=O N-((1r,3r)-3-(6-(((1-(6-(2-((2-(2,6-dioxopiperidin-3-yl)-1,3-dioxoisoindolin-5-yl)oxy)acetamido)hexanoyl)piperidin-4-yl)methyl)amino)-9H-purin-9-yl)cyclobutyl)-6-methylpicolinamide